7-(6-(1H-1,2,4-triazol-3-yl)pyridin-3-yl)-1-((trans-4-hydroxycyclohexyl)methyl)-3,4-dihydropyrazino[2,3-b]pyrazin-2(1H)-one N1N=C(N=C1)C1=CC=C(C=N1)C1=CN=C2C(=N1)N(C(CN2)=O)C[C@@H]2CC[C@H](CC2)O